S(=O)(=O)(O)O.NNC1=NC2=NC=CN=C2C(N1)=O aminopterin sulfate salt